FC(C1=CC=CC(=N1)CCC1(CN(CCC1)C(=O)OC(C)(C)C)C(=O)OCC)(F)F 1-tert-Butyl 3-ethyl 3-(2-(6-(trifluoromethyl)pyridin-2-yl)ethyl)piperidine-1,3-dicarboxylate